C(C)O[Si](CCCC(C1C2C=CC(C1)C2)OC(N)=O)(OCC)OCC carbamic acid [3-(triethoxysilyl)propyl]-bicyclo[2.2.1]hept-5-en-2-ylmethyl ester